7-hydroxy-5,8-diethyl-6-dodecanone oxime OC(C(C(CCCC)CC)=NO)C(CCCC)CC